2-(aminomethyl)-N,N-dimethylpyrimidin-4-amine NCC1=NC=CC(=N1)N(C)C